5-[(6-methoxypyridin-3-yl)oxy]pyridine-2-carboxylic acid COC1=CC=C(C=N1)OC=1C=CC(=NC1)C(=O)O